3-benzyl-8-methoxy-6-nitro-3,4-dihydroquinazolinone C(C1=CC=CC=C1)N1C(NC2=C(C=C(C=C2C1)[N+](=O)[O-])OC)=O